C(C)N1CCC(CC1)N(C(=O)C=1N=C(SC1)C=1C=NN(C1)C1=CC=C(C=C1)C(C)C)C N-(1-ethylpiperidin-4-yl)-N-methyl-2-{1-[4-(propan-2-yl)phenyl]-1H-pyrazol-4-yl}-1,3-thiazole-4-carboxamide